C(C)(=O)NC1=NC=C(C(=C1)NC(OC(C)(C)C)=O)C(NO)=N tert-butyl (2-acetamido-5-(N-hydroxycarbamimidoyl)pyridin-4-yl)carbamate